3-(benzyloxy)-8-fluoro-7-methoxynaphthalen-2-amine C(C1=CC=CC=C1)OC=1C(=CC2=C(C(=CC=C2C1)OC)F)N